FC1(C(CN(CC1)C(C(=O)NC1=NC=C(C=C1)F)C)C1=CN(C(C=C1)=O)CC1=CC=NC=C1)F 2-(4,4-difluoro-3-(6-oxo-1-(pyridin-4-ylmethyl)-1,6-dihydropyridin-3-yl)piperidin-1-yl)-N-(5-fluoropyridin-2-yl)propanamide